OC1=CC=C2[C@@H]([C@@H](O[C@H](C2=C1)C)C1=CC=CC=C1)C1=CC=C(C=C1)N1CCC(CC1)C=O 1-(4-((1S,3R,4S)-7-hydroxy-1-methyl-3-phenylisochroman-4-yl)phenyl)piperidine-4-carbaldehyde